CP(=O)(C)C1=C(C=CC=C1)NC1=NC(=NC=C1C(F)(F)F)NC=1C=CC(=NC1)C(=O)NOCC(C)C 5-((4-((2-(dimethylphosphoryl)phenyl)amino)-5-(trifluoromethyl)pyrimidin-2-yl)amino)-N-isobutoxypyridinecarboxamide